2-fluoro-N-(2-[[(2S)-2-methylpyrrolidin-1-yl]methyl]-1-[[2-(trimethylsilyl)ethoxy]methyl]pyrrolo[3,2-c]pyridin-6-yl)-4-(1H-pyrazol-3-yl)benzamide FC1=C(C(=O)NC2=CC3=C(C=N2)C=C(N3COCC[Si](C)(C)C)CN3[C@H](CCC3)C)C=CC(=C1)C1=NNC=C1